CC1=NC2=C(C=CC=C2C=C1)C(=O)OC Methyl 2-methylquinoline-8-carboxylate